3-(3-(benzyloxy)propoxy)-2-Bromopyridine C(C1=CC=CC=C1)OCCCOC=1C(=NC=CC1)Br